methyl 2-(1-(4-cyano-5,5-difluoro-3-(2-(trifluoromethyl)azetidin-1-yl)-6,7-dihydro-5H-cyclopenta[c]pyridin-1-yl) azetidin-3-yl)acetate C(#N)C=1C2=C(C(=NC1N1C(CC1)C(F)(F)F)N1CC(C1)CC(=O)OC)CCC2(F)F